1-(1-(2,4-bis(trifluoromethyl)phenyl)ethyl)-1H-pyrazol-4-amine FC(C1=C(C=CC(=C1)C(F)(F)F)C(C)N1N=CC(=C1)N)(F)F